NC1=C(C(=O)O)C=C(C(=C1)C)[N+](=O)[O-] 2-amino-4-methyl-5-nitrobenzoic acid